The molecule is a 1-acylglycerone 3-phosphate(2-) obtained by deprotonation of the phosphate OH groups of 1-oleoylglycerone 3-phosphate; major species at pH 7.3. It is a conjugate base of a 1-oleoylglycerone 3-phosphate. CCCCCCCC/C=C\\CCCCCCCC(=O)OCC(=O)COP(=O)([O-])[O-]